ClC=1C(=C2CC(CC2=CC1)NC=1C=CC(=NC1)[C@@H](C(F)(F)F)N(C(=O)C1CN(C1)S(=O)(=O)C)C)F N-((1S)-1-(5-((5-Chloro-4-fluoro-2,3-dihydro-1H-inden-2-yl)amino)pyridin-2-yl)-2,2,2-trifluoroethyl)-N-methyl-1-(methylsulfonyl)azetidine-3-carboxamide